O1CC(C1)N1C(=NC(=C1)C(F)(F)F)C1=CC=C(C=C1)CN (4-(1-(oxetan-3-yl)-4-(trifluoromethyl)-1H-imidazol-2-yl)phenyl)methanamine